C(CCCCCCC)C1(C2=CC=CC=C2C=2C=CC(=CC12)B(O)O)CCCCCCCC 9,9-dioctyl-2-fluorene-boronic acid